COCCOCCOCCOCCCCCCP(O)(O)=O (6-{2-[2-(2-Methoxy-ethoxy)-ethoxy]-ethoxy}-hexyl)phosphonic acid